2-(1-(tert-Butoxycarbonyl)piperidine-4-yl)-6-(3,4-dimethoxyphenyl)-7-ethyl-5H-pyrrolo[2,3-b]Pyrazine-5-carboxylic acid tert-butyl ester C(C)(C)(C)OC(=O)N1C(=C(C=2C1=NC=C(N2)C2CCN(CC2)C(=O)OC(C)(C)C)CC)C2=CC(=C(C=C2)OC)OC